(3S)-1-(2-((5-amino-6-(2-fluoro-6-methoxyphenyl)pyridin-2-yl)amino)-5-(1-(tetrahydro-2H-pyran-4-yl)-1H-pyrazol-4-yl)pyridin-4-yl)piperidin-3-ol NC=1C=CC(=NC1C1=C(C=CC=C1OC)F)NC1=NC=C(C(=C1)N1C[C@H](CCC1)O)C=1C=NN(C1)C1CCOCC1